ClC=1C=C(C=C(C1)NS(=O)(=O)C)NC(=O)C1=CN(C(=C1)C1=NC=C(C=C1C)N1CC(C1)(F)F)C N-(3-chloro-5-(methylsulfonamido)phenyl)-5-(5-(3,3-difluoroazetidin-1-yl)-3-methylpyridin-2-yl)-1-methyl-1H-pyrrole-3-carboxamide